sodium bicarbonate, ammonium salt [NH4+].C([O-])(O)=O.[Na]